N-(5-(1-hydroxy-3-(4-(trifluoromethyl)phenyl)propyl)-1H-indol-3-yl)cyclopropanecarboxamide OC(CCC1=CC=C(C=C1)C(F)(F)F)C=1C=C2C(=CNC2=CC1)NC(=O)C1CC1